N[C@@H](CCSC)C#N Methioninnitril